N1(N=CC=C1)[C@H]1[C@@H](CC1)C=1NC(C2=C(N1)N(N=C2C#N)[C@H](C)C=2C=NC(=CC2)C(F)(F)F)=O 6-((1R,2R)-2-(1H-Pyrazol-1-yl)cyclobutyl)-4-oxo-1-((R)-1-(6-(trifluoromethyl)pyridin-3-yl)ethyl)-4,5-dihydro-1H-pyrazolo[3,4-d]pyrimidin-3-carbonitril